BrC=1C=C2C(=CC3(C2=CC1)CCCC3)C 5'-bromo-3'-methyl-spiro[cyclopentane-1,1'-indene]